(2S,3R,4S)-2-[(3-chloro-2-fluorophenyl)methyl]-3-[(dimethylsulfamoyl)amino]-4-fluoro-N,N-dimethylpyrrolidine-1-carboxamide ClC=1C(=C(C=CC1)C[C@@H]1N(C[C@@H]([C@@H]1NS(N(C)C)(=O)=O)F)C(=O)N(C)C)F